1-(6Z,9Z,12Z-octadecatrienoyl)-2-(13Z-docosenoyl)-sn-glycero-3-phosphocholine CCCCCCCC/C=C\CCCCCCCCCCCC(=O)O[C@H](COC(=O)CCCC/C=C\C/C=C\C/C=C\CCCCC)COP(=O)([O-])OCC[N+](C)(C)C